C(C)(C)(C)OC(NC1=CC(=NC(=C1)O[C@@H]1CN(CC1)C)C(F)F)=O (S)-(2-(difluoromethyl)-6-((1-methylpyrrolidin-3-yl)oxy)pyridin-4-yl)carbamic acid tert-butyl ester